ClC1=CC=C(O[C@H](C(=O)NOCC=2N(C=CN2)C)C)C=C1 (2S)-2-(4-chlorophenoxy)-N-[(1-methyl-1H-imidazol-2-yl)methoxy]propanamide